C(F)(F)(F)F.[Al] aluminum carbon fluoride